3-(4-(tert-butoxycarbonyl)-2-((di-tert-butoxyphosphoryl)oxy)-6-methylphenyl)-3-methylbutanoic acid C(C)(C)(C)OC(=O)C1=CC(=C(C(=C1)C)C(CC(=O)O)(C)C)OP(=O)(OC(C)(C)C)OC(C)(C)C